CC=1C(C(CCC1)(C)C)CCC(CC)=O 1-(2,6,6-trimethylcyclohex-2-en-1-yl)pentan-3-one